tert-Butyl 3-((dimethylamino) methyl)-4-hydroxypyrrolidine-1-carboxylate CN(C)CC1CN(CC1O)C(=O)OC(C)(C)C